FC=1C=CC=C2C(=CNC12)C=1C=C(SC1)C(CCC(=O)O)=O 4-(4-(7-fluoro-1H-indol-3-yl)thiophen-2-yl)-4-oxobutyric acid